(S)-N-(3-chloro-4-fluorophenyl)-N-methyl-3-(6-methyl-4-(trifluoromethyl)pyridin-2-yl)-1-(2-(methylsulfonyl)ethyl)-2-oxoimidazolidine-4-carboxamide ClC=1C=C(C=CC1F)N(C(=O)[C@H]1N(C(N(C1)CCS(=O)(=O)C)=O)C1=NC(=CC(=C1)C(F)(F)F)C)C